CN(C=1C=C(C=C(C1OC)OC)C(C)=O)C 1-(3-(Dimethylamino)-4,5-dimethoxyphenyl)ethanone